Fluoro-2,2-bis(3,4-dicarboxyphenyl)propane FCC(C)(C1=CC(=C(C=C1)C(=O)O)C(=O)O)C1=CC(=C(C=C1)C(=O)O)C(=O)O